3-{5-[3-(2H-1,3-benzodioxol-4-yl)-7-methyl-1H-indazol-1-yl]pyridin-2-yl}-3-azabicyclo[3.1.0]hexane-6-carboxylic acid O1COC2=C1C=CC=C2C2=NN(C1=C(C=CC=C21)C)C=2C=CC(=NC2)N2CC1C(C1C2)C(=O)O